[Br].C(C(C)N)N Propylenediamine bromine